Triethylammonium tetrakis(phenyl)borat C1(=CC=CC=C1)[B-](C1=CC=CC=C1)(C1=CC=CC=C1)C1=CC=CC=C1.C(C)[NH+](CC)CC